C1(=CC=CC=C1)C1=C(C=CC=C1)P(C(C1=C(C=C(C=C1C)C)C)=O)(C(C1=C(C=C(C=C1C)C)C)=O)=O phenylbis(2,4,6-trimethylbenzoyl)phenylphosphine oxide